Tert-butyl (3-isopropyl-2-(1-trityl-1H-pyrazolo[3,4-b]pyridin-4-yl)-1H-indol-5-yl)carbamate C(C)(C)C1=C(NC2=CC=C(C=C12)NC(OC(C)(C)C)=O)C1=C2C(=NC=C1)N(N=C2)C(C2=CC=CC=C2)(C2=CC=CC=C2)C2=CC=CC=C2